5-ethyl-6-octyl-[1,2,4]triazolo[1,5-a]pyrimidin-7-amine C(C)C1=NC=2N(C(=C1CCCCCCCC)N)N=CN2